C(C)(C)(C)OC(=O)C(CCCCCCCCC(=O)OCC1=CC=CC=C1)C(=O)OC(C)(C)C nonane-1,1,9-tricarboxylic acid 9-benzyl ester 1,1-di-tert-butyl ester